C[C@]12CC[C@@H](C([C@@H]1CC[C@@]3([C@@H]2CC=C4[C@]3(C[C@H]([C@@]5([C@H]4CC(CC5)(C)C)C(=O)O[C@H]6[C@@H]([C@H]([C@@H]([C@H](O6)CO)O)O)O)O)C)C)(C)C)O[C@H]7[C@@H]([C@H]([C@@H]([C@H](O7)C(=O)O)O)O[C@H]8[C@@H]([C@H]([C@H](CO8)O)O)O[C@H]9[C@@H]([C@H]([C@@H](CO9)O)O)O)O[C@H]1[C@@H]([C@H]([C@H]([C@H](O1)CO)O)O)O The molecule is a triterpenoid saponin that has 3,16-dihydroxyolean-12-en-28-oic acid as the aglycone. Isolated from the stems of Gordonia chrysandra, it exhibits a strong inhibitory effect on nitric oxide production. It has a role as a plant metabolite and an anti-inflammatory agent. It is a beta-D-glucosiduronic acid, a carboxylic ester, a pentacyclic triterpenoid and a triterpenoid saponin. It derives from a hydride of an oleanane.